C1(CCCCC1)CCNC(=N)N 1-(2-cyclohexylethyl)guanidine